ClC1=CC=C(C=C1)CC(=O)N\N=C/C=1OC(=CC1)[N+](=O)[O-] 2-(4-chlorophenyl)-N-[(Z)-(5-nitrofuran-2-yl)methylideneamino]acetamide